CC1=CC=C(C=C1)OC(CC1=CC=CC=C1)C#C 1-methyl-4-((1-phenylbut-3-yn-2-yl)oxy)benzene